O=C1N(CCC(N1)=O)C1=CC=C(OCC(=O)O)C=C1 2-(4-(2,4-dioxotetrahydropyrimidin-1(2H)-yl)phenoxy)acetic acid